S(=O)(OCCCCCCCCCCOC(C(=C)C)=O)O 10-methacryloyloxydecyl hydrogen sulfite